[Sb].[Mn].[Cu] copper-manganese-antimony